C(C)(C)(C)C1=C(C)C(=CC=C1)C(C)(C)C 2,6-di-tert-Butyltoluene